5-(2-fluorophenyl)-N-((S)-1-oxo-1-(((S)-3-oxo-1-((S)-2-oxopyrrolidin-3-yl)-4-(trifluoromethoxy)butan-2-yl)amino)-3-phenylpropan-2-yl)isoxazole-3-carboxamide FC1=C(C=CC=C1)C1=CC(=NO1)C(=O)N[C@H](C(N[C@@H](C[C@H]1C(NCC1)=O)C(COC(F)(F)F)=O)=O)CC1=CC=CC=C1